COCCOCCCCO 4-(2-methoxyethoxy)butan-1-ol